(4,4-difluoropiperidin-1-yl)quinoline FC1(CCN(CC1)C1=NC2=CC=CC=C2C=C1)F